C(C)(C)(C)OC(N[C@@H](CC1=C(C=C(C=C1)C=1CCN(CC1)C1COC1)F)C#N)=O tert-butyl-(S)-(1-cyano-2-(2-fluoro-4-(1-(oxetan-3-yl)-1,2,3,6-tetrahydropyridin-4-yl)phenyl)ethyl)carbamate